NC[C@@]1(OC2=C(C1)C(=C(C=C2)Cl)C2=C(OCCN)C=CC=C2F)C2=CC=CC=C2 2-(2-((2S,4S)-2-(aminomethyl)-5-chloro-2-phenyl-2,3-dihydrobenzofuran-4-yl)-3-fluorophenoxy)ethylamine